C(C)(C)(C)ONC(C[C@@H](C(=O)N[C@H](C(=O)NCC1=CC=CC2=CC=CC=C12)COC)NC(CN1CCOCC1)=O)=O (S)-N4-(tert-butoxy)-N1-((S)-3-methoxy-1-((naphthalen-1-ylmethyl)amino)-1-oxopropan-2-yl)-2-(2-morpholinoacetamido)succinamide